2-(2-(2-azabicyclo[2.2.1]hept-2-yl)-5-(((R)-1-(dibenzo[b,d]furan-2-yl)ethyl)amino)-6-oxopyrimidin-1(6H)-yl)acetic acid C12N(CC(CC1)C2)C=2N(C(C(=CN2)N[C@H](C)C2=CC1=C(OC3=C1C=CC=C3)C=C2)=O)CC(=O)O